ClC1=CC=C2C(=C1)NC[C@]21[C@H](N[C@H]([C@@H]1C1=C(C(=CC=C1)Cl)F)C(=O)[O-])CC(C)(C)C (2'R,3R,4'S,5'R)-6-chloro-4'-(3-chloro-2-fluorophenyl)-2'-(2,2-dimethylpropyl)-1,2-dihydrospiro[indole-3,3'-pyrrolidine]-5'-carboxylate